CC=1N=CC(=NC1C)C(C)N1C[C@@H](N(C[C@H]1CC)C=1C=2C(N(C(C1)=O)C)=CN(N2)CC#N)CC 2-(7-((2S,5R)-4-(1-(5,6-dimethylpyrazin-2-yl)ethyl)-2,5-diethylpiperazin-1-yl)-4-methyl-5-oxo-4,5-dihydro-2H-pyrazolo[4,3-b]pyridin-2-yl)acetonitrile